3-((2,6-dichloro-7-fluoro-1-(pyridin-3-yl)-1H-indol-3-yl)thio)-2-fluorobenzoic acid sodium salt [Na+].ClC=1N(C2=C(C(=CC=C2C1SC=1C(=C(C(=O)[O-])C=CC1)F)Cl)F)C=1C=NC=CC1